tert-butyl (1-(4-chlorophenyl)-2-(4-(5-(3-cyano-6-(1-methyl-1H-pyrazol-4-yl)pyrazolo[1,5-a]pyrazin-4-yl)pyridin-2-yl)piperazin-1-yl)-2-oxoethyl)carbamate ClC1=CC=C(C=C1)C(C(=O)N1CCN(CC1)C1=NC=C(C=C1)C=1C=2N(C=C(N1)C=1C=NN(C1)C)N=CC2C#N)NC(OC(C)(C)C)=O